FC1=CC=C(CN2C3=CC=CC=C3C=3C=CN=C(C23)CNC2=NC=CC=3C4=CC=CC=C4N(C23)C)C=C1 N-{[9-(4-fluorobenzyl)-β-carbolin-1-yl]methyl}-9-methyl-β-carbolin-1-amine